9-trifluoromethylphenyloxy-anthracene FC(C=1C2=CC=CC=C2C=C2C=CC=C(C12)OC1=CC=CC=C1)(F)F